dibromocarboxyl-thiophene BrC=1C(=C(SC1)C(=O)O)Br